The molecule is a member of the class of benzimidazoles carrying a 1,3-thiazol-4-yl substituent at position 2. A mainly post-harvest fungicide used to control a wide range of diseases including Aspergillus, Botrytis, Cladosporium and Fusarium. It has a role as an antifungal agrochemical and an antinematodal drug. It is a member of benzimidazoles, a member of 1,3-thiazoles and a benzimidazole fungicide. It derives from a hydride of a 1H-benzimidazole. C1=CC=C2C(=C1)NC(=N2)C3=CSC=N3